BrC(CO)C(C1=CC=CC=C1)Br 2,3-dibromo-3-phenylpropane-1-ol